[Si]=[Mo]=[Si] molybdenum-silicide